OC1=C(C(N(C(=C1)C)C)=O)NC(N[C@@H](CC(=O)OCC)C=1C=C(C=C(C1)OC)C1=CC(=CC=C1)OC(F)(F)F)=O ethyl (S)-3-(3-(4-hydroxy-1,6-dimethyl-2-oxo-1,2-dihydropyridin-3-yl)ureido)-3-(5-methoxy-3'-(trifluoromethoxy)biphenyl-3-yl)propanoate